Tert-butyl 6-[hydroxy[2-(4-methylpiperazin-1-yl)phenyl]methyl]-1H,2H,3H-pyrrolo[3,4-c]pyridine-2-carboxylate OC(C1=CC2=C(C=N1)CN(C2)C(=O)OC(C)(C)C)C2=C(C=CC=C2)N2CCN(CC2)C